N-methyl-3-phenylcyclobutan-1-amine, trifluoroacetate salt FC(C(=O)O)(F)F.CNC1CC(C1)C1=CC=CC=C1